BrC1=CC=C(COC2=C(CC3N(CCC(C3)N)C)C=C(C=C2)F)C=C1 (2-((4-bromobenzyl)oxy)-5-fluorobenzyl)-1-methylpiperidin-4-amine